3-(1,1-difluoro-2-oxo-2-((1R,5S)-7-oxo-3-oxa-9-azabicyclo[3.3.1]nonan-9-yl)ethyl)-4-fluoro-N-(4-fluoro-3-methylphenyl)benzamide FC(C(N1[C@H]2COC[C@@H]1CC(C2)=O)=O)(F)C=2C=C(C(=O)NC1=CC(=C(C=C1)F)C)C=CC2F